(S)-2-amino-2-(4-methylphenyl)ethanol N[C@H](CO)C1=CC=C(C=C1)C